5-hydroxymethyl-2'-deoxyuridine OCC=1C(NC(N([C@H]2C[C@H](O)[C@@H](CO)O2)C1)=O)=O